O=C1[C@H](C2=C(CN3N1CCC3)C=CC=C2)NC(OC(C)(C)C)=O tert-butyl (S)-(11-oxo-2,3,10,11-tetrahydro-1H,5H-benzo[d]pyrazolo[1,2-a][1,2]diazepin-10-yl)carbamate